butyl 3-hydroxy-3-methylbutyrate OC(CC(=O)OCCCC)(C)C